4-((2R,4s,6S)-2-(difluoromethyl)-7-((5-methoxy-7-methyl-1H-indol-4-yl)methyl)-7-azaspiro[3.5]nonan-6-yl)benzoic acid FC(C1CC2(C1)C[C@H](N(CC2)CC2=C1C=CNC1=C(C=C2OC)C)C2=CC=C(C(=O)O)C=C2)F